BrC(C(=O)C1=CC=CC=C1)C1=C(C=CC=C1)OC(F)F 2-bromo-2-(2-(difluoromethoxy)phenyl)-1-phenylethan-1-one